bis-[β-(4-azidosalicylamido)-ethyl]disulfide N(=[N+]=[N-])C=1C=C(C(C(=O)NCCSSCCNC(C=2C(O)=CC(=CC2)N=[N+]=[N-])=O)=CC1)O